ClC=1C=C(C=CC1)C=1C2(C3=CC=CC=C3C1)CCC1(CC2)OCCO1 2''-(3-chlorophenyl)dispiro[[1,3]dioxolane-2,1'-cyclohexane-4',1''-indene]